BrC1=CC=C2CCN([C@@H](C2=C1)C)C(=O)OC(C)(C)C |r| Racemic-tert-butyl 7-bromo-1-methyl-3,4-dihydroisoquinoline-2(1H)-carboxylate